5-chloro-2-((2S,5S)-2,4,5-trimethylpiperazin-1-yl)pyrimidin ClC=1C=NC(=NC1)N1[C@H](CN([C@H](C1)C)C)C